FC=1C=C2C(=NNC2=CC1OCCOC)C1=CC(=NO1)C1=CC=C(C=C1)C(=O)N1CCN(CCC1)C1COC1 5-Fluoro-6-(2-methoxyethoxy)-3-(3-{4-[4-(oxetan-3-yl)-1,4-diazepane-1-carbonyl]phenyl}-1,2-oxazol-5-yl)-1H-indazole